4-((5-cyclopropyl-1H-pyrazol-3-yl)amino)pyrimidin C1(CC1)C1=CC(=NN1)NC1=NC=NC=C1